3-amino-6-(4-(2-(3,5-difluorophenyl)-2-hydroxyacetamido)-2-methylphenyl)-N-(2-hydroxyethyl)pyrazine-2-carboxamide NC=1C(=NC(=CN1)C1=C(C=C(C=C1)NC(C(O)C1=CC(=CC(=C1)F)F)=O)C)C(=O)NCCO